N[C@@H](CC(=O)O)C(=O)N1CCN(CC1)C(C1=C(C=C(C=C1)NC(=O)C=1N(C(=CN1)C=1C(=NN(C1)C1=NC=C(C=C1)N)C(F)(F)F)C)Cl)=O (3S)-3-amino-4-[4-[4-[[5-[1-(5-amino-2-pyridyl)-3-(trifluoromethyl)pyrazol-4-yl]-1-methyl-imidazole-2-carbonyl]amino]-2-chloro-benzoyl]piperazino]-4-keto-butyric acid